ClC=1C(=NC(=NC1)NC1CN(CCC1)C(=O)OC(C)(C)C)C1=CC=C(C=C1)C#N tert-butyl 3-{[5-chloro-4-(4-cyanophenyl)pyrimidin-2-yl]amino}piperidine-1-carboxylate